C(=C)C1=C(C=CC(=C1)N)C1=C(C=C(C=C1)N)C=C 2,2'-divinyl-4,4'-diaminobiphenyl